COC(=O)C1CN(C1)CC#CC1=NC=CC(=C1)N1C2CN(CC1CC2)C2=C(N=NC(=C2)C2=C(C=CC=C2)O)N 1-[3-[4-[3-[3-amino-6-(2-hydroxyphenyl)pyridazin-4-yl]-3,8-diazabicyclo[3.2.1]oct-8-yl]-2-pyridinyl]prop-2-ynyl]azetidine-3-carboxylic acid methyl ester